5,6-dichloro-5-methylpiperidine ClC1(CCCNC1Cl)C